NC1=C(SC2=NC(=CN=C21)C)C(=O)NC2CC=1C=CC(=NC1CC2)N2CC(CC2)(C(F)F)N 7-amino-N-{2-[3-amino-3-(difluoromethyl)pyrrolidin-1-yl]-5,6,7,8-tetrahydroquinolin-6-yl}-3-methylthieno[2,3-b]pyrazine-6-carboxamide